di-sec-butyl ketone C(C)(CC)C(=O)C(C)CC